CC1=C(C(C2C=C3C(C4=CC=CC=C4CC3CC2C1)=O)=O)C(=O)N methyl-1,11-dioxo-1,4,4a,5,5a,6,11,12a-octahydrotetracene-2-carboxamide